tert-butyl 2-[[tert-butyl(diphenyl)silyl]oxymethyl]-3-isopropyl-6-oxo-piperidine-1-carboxylate [Si](C1=CC=CC=C1)(C1=CC=CC=C1)(C(C)(C)C)OCC1N(C(CCC1C(C)C)=O)C(=O)OC(C)(C)C